5-bromo-6-methoxy-3,3-dimethyl-2,3-dihydrothieno[2,3-b]pyridine BrC=1C=C2C(=NC1OC)SCC2(C)C